C1(CC1)C=1C=C(C=2N(C1)C=C(N2)COC=2N=C(N=NC2)NC(=O)[C@@H]2[C@H](C2)C2=NC=CC(=N2)C)N2C(N(C(C2)=O)C)=O (1S,2S)-N-(5-((6-cyclopropyl-8-(3-methyl-2,4-dioxoimidazolidin-1-yl)imidazo[1,2-a]pyridin-2-yl)methoxy)-1,2,4-triazin-3-yl)-2-(4-methylpyrimidin-2-yl)cyclopropane-1-carboxamide